4-(6-methyl-1-(pyridin-4-ylmethyl)-1H-benzo[d]imidazol-2-yl)aniline CC=1C=CC2=C(N(C(=N2)C2=CC=C(N)C=C2)CC2=CC=NC=C2)C1